Cl.COC1=CC2=C(CCNC(C2)=O)C=C1OC 7,8-dimethoxy-2,5-dihydro-1H-3-benzoazepin-4-one hydrochloride